ClC1=C2CCNC(C2=CC=C1B1OC(C(O1)(C)C)C)=O 5-chloro-6-(4,4,5-trimethyl-1,3,2-dioxaborolan-2-yl)-3,4-dihydroisoquinolin-1(2H)-one